C(CC=C)(=O)OCC ethyl but-3-enoate